N,N'-bis(p-toluenesulfonyl)-1,2-phenylenediamine CC1=CC=C(C=C1)S(=O)(=O)NC1=C(C=CC=C1)NS(=O)(=O)C1=CC=C(C)C=C1